4-[8-(2-Chloro-phenylethynyl)-3-hydroxy-quinolin-2-yl]-4-oxo-butyric acid ethyl ester C(C)OC(CCC(=O)C1=NC2=C(C=CC=C2C=C1O)C#CC1=C(C=CC=C1)Cl)=O